FC1=CC(=C(C(=O)O)C=C1)OCC=C(C)C 4-fluoro-2-((3-methylbut-2-en-1-yl)oxy)benzoic acid